Cl/C(=C(/I)\S(=O)(=O)C1=CC=C(C=C1)C)/C1=CC=CC=C1 (E)-1-((2-chloro-1-iodo-2-phenylvinyl)sulfonyl)-4-methylbenzene